C(C)[NH2+]CC.[Al+3] aluminum diethylammonium